N-[2-fluoro-1-(4-fluorophenyl)ethyl]-N-(2-nitrobenzenesulfonyl)-methanesulfonamide FCC(C1=CC=C(C=C1)F)N(S(=O)(=O)C)S(=O)(=O)C1=C(C=CC=C1)[N+](=O)[O-]